ClC1=C(C=CC=C1F)NC1=NC(=CC=C1C#N)C(F)(F)F 2-((2-chloro-3-fluorophenyl)amino)-6-(trifluoromethyl)-3-cyanopyridine